5-Bromo-3-methoxy-N,N-bis[(2H3)methyl]pyridin-2-amine BrC=1C=C(C(=NC1)N(C([2H])([2H])[2H])C([2H])([2H])[2H])OC